L-8-anilinonaphthalene N(C1=CC=CC=C1)C=1C=CC=C2C=CC=CC12